5-(4-aminobenzylidene)-2,2-dimethylcyclopentanone NC1=CC=C(C=C2CCC(C2=O)(C)C)C=C1